C(C)(C)(C)OC(=O)N1CC(C(CC1)OC1=C2C(=NC=NC2=CC=C1OC)Cl)(F)F 4-((4-chloro-6-methoxyquinazolin-5-yl)oxy)-3,3-difluoropiperidine-1-carboxylic acid tert-butyl ester